octadecanyl β-(3,5-Di-tert-butyl-4-hydroxyphenyl)propionate C(C)(C)(C)C=1C=C(C=C(C1O)C(C)(C)C)CCC(=O)OCCCCCCCCCCCCCCCCCC